N-((2S,3R)-1-(((R)-1-((5R,7S)-5,7-dimethyl-4,8-dioxo-1,3,6,2-dioxathiaborocan-2-yl)-3-methylbutyl)amino)-3-hydroxy-1-oxobutan-2-yl)-6-phenylpicolinamide C[C@@H]1C(OB(OC([C@@H](S1)C)=O)[C@H](CC(C)C)NC([C@H]([C@@H](C)O)NC(C1=NC(=CC=C1)C1=CC=CC=C1)=O)=O)=O